C\C=C\CC (2E)-pent-2-en